2-Amino-7-fluoro-4-(5-fluoro-3-((R)-3-((R)-hexahydropyrrolo[1,2-a]pyrazin-2(1H)-yl)pyrrolidin-1-yl)-7,9-dihydrofuro[3,4-f]quinazolin-6-yl)thieno[3,2-c]pyridine-3-carbonitrile NC1=C(C=2C(=NC=C(C2S1)F)C=1C2=C(C=3C=NC(=NC3C1F)N1C[C@@H](CC1)N1C[C@@H]3N(CC1)CCC3)COC2)C#N